N-((1s,3s)-3-((5-(4-acetylthiazol-2-yl)-1H-pyrrolo[2,3-b]pyridin-4-yl)amino)cyclobutyl)-3-cyanobenzenesulfonamide C(C)(=O)C=1N=C(SC1)C=1C(=C2C(=NC1)NC=C2)NC2CC(C2)NS(=O)(=O)C2=CC(=CC=C2)C#N